C=C1CN(C(O1)=O)CC(=O)OCC ethyl 2-(5-methylene-2-oxooxazolidin-3-yl)acetate